C(C)(C)OC(=O)[C@@H]1C[C@H](CCC1)OC1=NC=C(N=C1Cl)C=1C=NN(C1CO)C |r| (+/-)-(1S,3S)-3-((3-chloro-5-(5-(hydroxymethyl)-1-methyl-1H-pyrazol-4-yl)pyrazin-2-yl)oxy)cyclohexanecarboxylic acid isopropyl ester